N-[5-[5-(difluoromethoxy)-3-pyridyl]-3-methoxy-pyrazin-2-yl]-5-methyl-3-phenyl-isoxazole-4-carboxamide FC(OC=1C=C(C=NC1)C=1N=C(C(=NC1)NC(=O)C=1C(=NOC1C)C1=CC=CC=C1)OC)F